5-chloro-1H-indol ClC=1C=C2C=CNC2=CC1